1-[2-[[3-(allyloxy)-2-hydroxypropyl]amino]ethyl]imidazolidin-2-one C(C=C)OCC(CNCCN1C(NCC1)=O)O